ClC=1C(=NN2C1CNCCC2)N 3-chloro-5,6,7,8-tetrahydro-4H-pyrazolo[1,5-a][1,4]diazepin-2-amine